3-(2,6-dibenzyloxy-3-pyridyl)-6-fluoro-1-methyl-7-piperazin-1-yl-indazole C(C1=CC=CC=C1)OC1=NC(=CC=C1C1=NN(C2=C(C(=CC=C12)F)N1CCNCC1)C)OCC1=CC=CC=C1